C(C(C)C)(=O)[O-].[Rh+2].C(C(C)C)(=O)[O-] rhodium(ii) isobutyrate